OC1(CC1)C12CN(C(CC1)C2)C(=O)OC(C)(C)C tert-Butyl 4-(1-Hydroxycyclopropyl)-2-azabicyclo[2.2.1]heptane-2-carboxylate